(S)-N-(3-Methyl-2-Oxo-1,2,3,4-Tetrahydroquinazolin-6-Yl)-S-Methyl-S-Phenylsulfoximine CN1C(NC2=CC=C(C=C2C1)N=[S@@](=O)(C1=CC=CC=C1)C)=O